FC=1C(=C(C=CC1F)[C@H]1[C@@H](O[C@@]([C@H]1C)(C(F)(F)F)C)C(=O)NC1=C(C(=NC=C1)C(=O)N)F)OC 4-[[(2R,3S,4S,5S)-3-(3,4-Difluoro-2-methoxy-phenyl)-4,5-dimethyl-5-(trifluoromethyl)tetrahydrofuran-2-carbonyl]amino]-3-fluoro-pyridin-2-carboxamid